(N,N-dibutylaminomethyl)triethoxysilane C(CCC)N(CCCC)C[Si](OCC)(OCC)OCC